15-bromo-pentadecan BrCCCCCCCCCCCCCCC